3-[6-amino-4-ethyl-5-(4-hydroxyphenyl)-3-pyridinyl]benzonitrile NC1=C(C(=C(C=N1)C=1C=C(C#N)C=CC1)CC)C1=CC=C(C=C1)O